1-(4-chlorophenyl)-2,4-dimethyl-1H-imidazole-5-carboxylic acid ethyl ester C(C)OC(=O)C1=C(N=C(N1C1=CC=C(C=C1)Cl)C)C